C(C)(C)(C)[C@H](NC(COCCOCCOCCO[Si](C(C)(C)C)(C1=CC=CC=C1)C1=CC=CC=C1)=O)C(=O)N1[C@@H](C[C@@H](C1)O)C(=O)NCC1=CC=C(C=C1)C1=C(N=CS1)C (2S,4S)-1-((S)-17-(tert-butyl)-2,2-dimethyl-15-oxo-3,3-diphenyl-4,7,10,13-tetraoxa-16-aza-3-silaoctadecan-18-oyl)-4-hydroxy-N-(4-(4-methylthiazol-5-yl)benzyl)pyrrolidine-2-carboxamide